COC=1C=C(CC(CN)(C)C)C=CC1 2-(3-methoxybenzyl)-2-methylpropane-1-amine